C1(=C(C=CC=C1)P(C1=C(C=CC=C1)C)C1=C(C=CC=C1)C)C Tris(o-toluyl)phosphine